6-bromo-8-ethyl-5-fluoro-1H-quinazolin-2-one BrC=1C(=C2C=NC(NC2=C(C1)CC)=O)F